(3R)-3-[(1S)-2-tert-butoxy-1-[[3-[(3-fluoro-5-methoxy-phenyl)methylamino]phenyl]methyl]-2-oxoethyl]pyrrolidine-1-carboxylic acid tert-butyl ester C(C)(C)(C)OC(=O)N1C[C@H](CC1)[C@@H](C(=O)OC(C)(C)C)CC1=CC(=CC=C1)NCC1=CC(=CC(=C1)OC)F